FC(CN1N=CC2=C1N=C(N(C2=O)C)N2CCC1(CC(N(C1)CC=1C=NC(=NC1)C(F)(F)F)=O)CC2)F 8-(1-(2,2-difluoroethyl)-5-methyl-4-oxo-4,5-dihydro-1H-pyrazolo[3,4-d]pyrimidin-6-yl)-2-((2-(trifluoromethyl)pyrimidin-5-yl)methyl)-2,8-diazaspiro[4.5]decan-3-one